BrC1=NC(=CC(=C1Br)OC)C 2,3-dibromo-4-methoxy-6-methylpyridine